NC1=C(C=CC(=C1)Br)C1=C(C=CC=C1)S 2-Amino-4-bromophenylthiophenol